CC1=C(C=C(C=C1)C)[C@H]1C[C@@H]2[C@H](N(OC2(C)C)C)[C@H](C1)C |r| rac-(3aR,5R,7S,7aR)-5-(2,5-dimethylphenyl)-1,3,3,7-tetramethyloctahydrobenzo[c]isoxazole